C(CCCCC(=O)OCCC(COS(=O)(=O)ON1[C@@H]2CC[C@H](N(C1=O)C2)C(N)=O)(C)C)(=O)OCC2=CC=CC=C2 benzyl (4-(((((1R,2S,5R)-2-carbamoyl-7-oxo-1,6-diazabicyclo[3.2.1]octan-6-yl)oxy)sulfonyl)oxy)-3,3-dimethylbutyl) adipate